NC1=NC=2C=C(C(=CC2C2=C1COC2)C(=O)N(CC2=NC=C(C=C2)C(F)(F)F)C=2C=NN(C2)C)F 4-amino-7-fluoro-N-(1-methyl-1H-pyrazol-4-yl)-N-((5-(trifluoromethyl)-2-pyridinyl)methyl)-1,3-dihydrofuro[3,4-c]quinoline-8-carboxamide